tert-Butyl (S)-(4-(benzyloxy)-1-(methoxy(methyl)amino)-1-oxobutan-2-yl)carbamate C(C1=CC=CC=C1)OCC[C@@H](C(=O)N(C)OC)NC(OC(C)(C)C)=O